ON1C=CC(C2=CN=CC=C12)=O hydroxy-1H-1,6-naphthyridin-4-one